FC1=C(C=CC=C1S)N=S(C)(C)=C=O ((2-fluoro-3-mercaptophenyl)imino)dimethyl-lambda6-Thioketone